(4-bromo-2,2-dimethylbutoxy)(tert-butyl)diphenylsilane BrCCC(CO[Si](C1=CC=CC=C1)(C1=CC=CC=C1)C(C)(C)C)(C)C